ClC(Cl)(Cl)Cl.[Pd+2] palladium (II) dichlorodichloromethane